The molecule is a 3-hydroxy fatty acyl-CoA(4-) obtained by deprotonation of the phosphate and diphosphate OH groups of (R)-3-hydroxytetradecanoyl-CoA. It is a (R)-3-hydroxyacyl-CoA(4-), a 3-hydroxy fatty acyl-CoA(4-) and an 11,12-saturated fatty acyl-CoA(4-). It is a conjugate base of a (R)-3-hydroxytetradecanoyl-CoA. CCCCCCCCCCC[C@H](CC(=O)SCCNC(=O)CCNC(=O)[C@@H](C(C)(C)COP(=O)([O-])OP(=O)([O-])OC[C@@H]1[C@H]([C@H]([C@@H](O1)N2C=NC3=C(N=CN=C32)N)O)OP(=O)([O-])[O-])O)O